ICCC(C=C)(C)C 5-iodo-3,3-dimethylpent-1-ene